Bis(4-(4-cyanatophenoxy) phenyl) sulfone O(C#N)C1=CC=C(OC2=CC=C(C=C2)S(=O)(=O)C2=CC=C(C=C2)OC2=CC=C(C=C2)OC#N)C=C1